2,3-diethyl-1,4-cyclohexanedicarboxylic acid C(C)C1C(CCC(C1CC)C(=O)O)C(=O)O